FC(OC1=CC=C(C=C1)N(C1CCN(CC1)C(=O)C1=CC=NC=C1)C=1C=NC=CC1OC)F (4-((4-(Difluoromethoxy)phenyl)(4-methoxypyridin-3-yl)amino)piperidin-1-yl)(pyridin-4-yl)methanone